(3,5-diaminophenyl)3-phenyl-2-propenoic acid methyl ester COC(C(=CC1=CC=CC=C1)C1=CC(=CC(=C1)N)N)=O